pentylmalonate C(CCCC)C(C(=O)[O-])C(=O)[O-]